C(C)OC=1C=CC(=C(C1)B(O)O)F 5-ethoxy-2-fluoro-phenyl-boronic acid